OB(C1=CC=C(C=C1)C(=O)N1CCCC1)O [p-(dihydroxyboryl)phenyl](1-pyrrolidinyl)methanone